3-((3R,5S)-3-((5-(5-acetyloxazol-2-yl)-1H-pyrrolo[2,3-b]pyridin-4-yl)amino)-5-methylpiperidin-1-yl)-3-oxopropanenitrile C(C)(=O)C1=CN=C(O1)C=1C(=C2C(=NC1)NC=C2)N[C@H]2CN(C[C@H](C2)C)C(CC#N)=O